pentaerythritol tetra(4-hydroxy-3,5-di-tert-butylphenyl propionate) OC1=C(C=C(C=C1C(C)(C)C)C(C(=O)OCC(COC(C(C)C1=CC(=C(C(=C1)C(C)(C)C)O)C(C)(C)C)=O)(COC(C(C)C1=CC(=C(C(=C1)C(C)(C)C)O)C(C)(C)C)=O)COC(C(C)C1=CC(=C(C(=C1)C(C)(C)C)O)C(C)(C)C)=O)C)C(C)(C)C